C(C)(C)(C)OC(NC1(CC1)COC=1C=C2CC(CC2=C(C1)Cl)C=O)=O.N[C@H](C1CCN(CC1)C(=O)C1CC(NC1)=O)C1=C(C=C(C(=C1)Cl)Cl)O 4-[4-[(R)-amino(4,5-dichloro-2-hydroxyphenyl)methyl]piperidine-1-carbonyl]pyrrolidin-2-one tert-Butyl-N-[1-[(7-chloro-2-formyl-2,3-dihydro-1H-inden-5-yl)oxymethyl]cyclopropyl]carbamate